1-heptadecanoyl-2-tetradecanoyl-glycero-3-phosphoserine C(CCCCCCCCCCCCCCCC)(=O)OCC(OC(CCCCCCCCCCCCC)=O)COP(=O)(O)OC[C@H](N)C(=O)O